4-[6-(acryloyloxy)octyloxy]benzoic acid C(C=C)(=O)OC(CCCCCOC1=CC=C(C(=O)O)C=C1)CC